butyric acid ammonium salt [NH4+].C(CCC)(=O)[O-]